ClCC1C(C(=NS1)C)=O chloromethyl-methylisothiazolinone